Tert-butyl (2-fluoro-6-nitrophenyl)(methyl)carbamate FC1=C(C(=CC=C1)[N+](=O)[O-])N(C(OC(C)(C)C)=O)C